CC(=O)N[C@@H]1[C@H](C[C@@](O[C@H]1[C@@H]([C@@H](CO)O)O)(C(=O)O)OC[C@@H]2[C@@H]([C@@H]([C@H]([C@@H](O2)O[C@@H]3[C@H](O[C@H]([C@@H]([C@H]3O)NC(=O)C)O[C@H]4[C@H]([C@@H]([C@H](O[C@@H]4O[C@H]5[C@@H]([C@H](O[C@H]([C@H]5O)O[C@@H]6[C@H](O[C@H]([C@@H]([C@H]6O)NC(=O)C)O[C@@H]7[C@H](O[C@H]([C@@H]([C@H]7O)NC(=O)C)O)CO)CO)CO[C@@H]8[C@H]([C@H]([C@@H]([C@H](O8)CO)O)O)O[C@H]9[C@@H]([C@H]([C@@H]([C@H](O9)CO)O)O)NC(=O)C)O)CO)O)O)CO)O)O)O)O The molecule is a branched amino nonasaccharide comprising a sequence of alpha-sialyl, beta-D-galactosyl, N-acetyl-beta-D-glucosaminyl, alpha-D-mannosyl, beta-D-mannosyl, N-acetyl-beta-D-glucosaminyl and N-acetyl-beta-D-glucosamine residues linked respectively (2->6), (1->4), (1->2), (1->3), (1->4) and (1->4), to the beta-D-mannosyl residue of which is also linked (1->6) an N-acetyl-beta-D-glucosaminyl-(1->2)-beta-D-alpha-D-mannosyl branch. It has a role as an epitope. It is an amino nonasaccharide and a glucosamine oligosaccharide.